COC(C1=NC=C(C=C1)N1C(NC2=C1C(=CC=C2)F)=O)=O 5-(7-fluoro-2-oxo-2,3-dihydro-1H-benzo[d]imidazol-1-yl)picolinic acid methyl ester